1-(difluoromethyl)-3-(1-ethoxyvinyl)-2-fluorobenzene FC(C1=C(C(=CC=C1)C(=C)OCC)F)F